(S)-2-(1-(4-((1-(5-(3,5-difluorophenyl)-4,5-dihydro-1H-pyrazole-1-carbonyl)azetidin-3-yl)oxy)-5-fluoropyridin-2-yl)-3,5-dimethyl-1H-pyrazol-4-yl)-2-methylpropanamide FC=1C=C(C=C(C1)F)[C@@H]1CC=NN1C(=O)N1CC(C1)OC1=CC(=NC=C1F)N1N=C(C(=C1C)C(C(=O)N)(C)C)C